3-Chloro-6-phenylpyrazine ClC=1C=NC(=CN1)C1=CC=CC=C1